1,5-bis[(E)-2-(3,4-dichlorophenyl)ethenyl]-2,4-dinitrobenzene ClC=1C=C(C=CC1Cl)/C=C/C1=C(C=C(C(=C1)\C=C\C1=CC(=C(C=C1)Cl)Cl)[N+](=O)[O-])[N+](=O)[O-]